C1(=CC=CC2=CC=CC=C12)C=1C2=CC=CC=C2C(=C2C=CC=CC12)C1=CC=C(C=C1)C1=CC2=CC=CC=C2C=C1 9-(1-naphthalenyl)-10-[4-(2-naphthalenyl)phenyl]anthracene